C1(CC1)N(S(=O)(=O)NC(OC(C)(C)C)=O)C1CCN(CC1)C1=CC=NC2=CC(=C(C=C12)OC)OC tert-butyl (N-cyclopropyl-N-(1-(6,7-dimethoxyquinolin-4-yl)piperidin-4-yl)sulfamoyl)carbamate